CN1N=C(C2=CC=C(C=C12)C(=O)NC=1N=CC=2N(C1)C=C(N2)[C@@H]2NCCC2)C 1,3-dimethyl-N-[2-[(2R)-pyrrolidin-2-yl]imidazo[1,2-a]pyrazin-6-yl]indazole-6-carboxamide